Cl.N=1N2C(=CC1C=1C=C(C(=NC1)N)O[C@@H](C)C1=NC=CC=C1)C1(CC2)CNC1 5-(5',6'-dihydrospiro[azetidine-3,4'-pyrrolo[1,2-b]pyrazol]-2'-yl)-3-[(1S)-1-(pyridin-2-yl)ethoxy]pyridin-2-amine-hydrochloride salt